N-[(6-[[(1-methylcyclohexyl)amino]methyl]imidazo[1,2-a]pyridin-2-yl)methyl]-4-oxo-4H-pyrido[1,2-a]pyrimidine-2-carboxamide CC1(CCCCC1)NCC=1C=CC=2N(C1)C=C(N2)CNC(=O)C=2N=C1N(C(C2)=O)C=CC=C1